CP(CCP(C)C)C 1,2-bis(dimethylphosphino)ethane